C1(=CC=CC=C1)NC1C(OCC1)C N-Phenyltetrahydro-2-methylfuran-3-amine